CN1C(C(=CC=C1)NC1=CC(=NC=N1)NC1=CC2=C(C(NC23CCCCC3)=O)S1)=O 2'-((6-((1-methyl-2-oxo-1,2-dihydropyridin-3-yl)amino)pyrimidin-4-yl)amino)spiro[cyclohexane-1,4'-thieno[2,3-c]pyrrol]-6'(5'H)-one